C1(=CC=CC=C1)CCCN1C2=CC=CC=C2C=2C=CN=C(C12)CNC1=NC=CC=2C3=CC=CC=C3N(C12)CC1=CC=C(C=C1)F N-{[9-(3-phenylpropyl)-β-carbolin-1-yl]methyl}-9-(4-fluorobenzyl)-β-carbolin-1-amine